BrC=1C(=NC(=C(C1)C)C)NC1=C(C(=CC(=C1Cl)OC)OC)Cl 3-bromo-N-(2,6-dichloro-3,5-dimethoxyphenyl)-5,6-dimethylpyridin-2-amine